FC(C(=O)O)(F)F.O1CCC(=CC1)C=1C=C2C(=NC=NN2C1)C1=CC(=C(C=C1)CN)C [4-[6-(3,6-dihydro-2H-pyran-4-yl)pyrrolo[2,1-f][1,2,4]triazin-4-yl]-2-methyl-phenyl]methanamine trifluoroacetate